ClC=1C(=C(CN2[C@@H](C[C@@](CC2)(C(=O)OC(C)(C)C)CC2=NC(=CC(=C2F)C=O)Cl)C)C=CC1)F tert-butyl (2R,4R)-1-(3-chloro-2-fluorobenzyl)-4-((6-chloro-3-fluoro-4-formylpyridin-2-yl) methyl)-2-methylpiperidine-4-carboxylate